(2R,3R,5S)-4-[[5-tert-Butyl-3-(3,4-difluoro-2-methoxyphenyl)tetrahydrofuran-2-carbonyl]amino]pyridin-2-carboxamid C(C)(C)(C)[C@@H]1C[C@@H]([C@@H](O1)C(=O)NC1=CC(=NC=C1)C(=O)N)C1=C(C(=C(C=C1)F)F)OC